CC1=CC=2N(C=C1NC1=CC3=C(C=N1)N(C(N3C3CCOCC3)=O)C)C(=CN2)C(=O)O 7-methyl-6-((3-methyl-2-oxo-1-(tetrahydro-2H-pyran-4-yl)-2,3-dihydro-1H-imidazo[4,5-c]pyridin-6-yl)amino)imidazo[1,2-a]pyridine-3-carboxylic acid